monohydroxymethyl-bisphenol A OCC1=C(O)C=CC(=C1)C(C)(C)C1=CC=C(C=C1)O